FC=1C(=NC2=C(C(=CC=C2C1OC)C(=O)Cl)F)C1=C(C=CC=C1)F 3,8-difluoro-2-(2-fluorophenyl)-4-methoxyquinoline-7-carbonyl chloride